CC=1SC=C(N1)CN1N=C(N=CC1=O)C1=CC=CC=C1 (2-Methylthiazol-4-ylmethyl)-3-phenyl-1,2,4-triazin-6(1H)-one